N1=CC=CC2=C1C1=NC3=CC=CC=C3N=C1C1=C2C=CC=N1 Dipyrido[2,3-a:3',2'-c]phenazine